C(C)(C)(C)NC(CN(C=1C2=C(N=C(N1)C1=NC=CC=N1)CCC2)C)=O N-tert-butyl-2-{methyl[2-(pyrimidin-2-yl)-5H,6H,7H-cyclopenta[d]pyrimidin-4-yl]amino}acetamide